N-(3-chloro-5-(methylsulfonamido)phenyl)imidazo[1,2-a]pyridine-6-carboxamide ClC=1C=C(C=C(C1)NS(=O)(=O)C)NC(=O)C=1C=CC=2N(C1)C=CN2